C(=O)C=1C=C(C=CC1OCC(C)C)C=1SC(=C(N1)C)C(=O)O 2-[3-formyl-4-(2-methylpropyloxy)phenyl]-4-methyl-5-thiazoleformic acid